O=C1NC=CC=N1 2-OXO-1,2-DIHYDROPYRIMIDIN